Pentyl ((5-methyl-1,3,4-thiadiazol-2-yl)methyl)(2-methyl-6-(((1S,2S)-2-(5-methylpyridin-2-yl)cyclopropyl)methoxy)pyrimidin-4-yl)carbamate CC1=NN=C(S1)CN(C(OCCCCC)=O)C1=NC(=NC(=C1)OC[C@@H]1[C@H](C1)C1=NC=C(C=C1)C)C